C(C)(C)(C)OC=1C=C2CC[C@@H]([C@@H](C2=CC1)C1=CC=C(C=C1)N1CCC(CC1)C(OC)OC)C1=CC=CC=C1 1-[4-[(1R,2S)-6-tert-butoxy-2-phenyl-tetralin-1-yl]phenyl]-4-(dimethoxymethyl)piperidine